FC=1C=C(C=CC1OC=1C=C2C=NN(C2=CC1C=1C=NNC1)CC)NC(=O)C=1C(N(C(=CC1)CC)C1=CC=C(C=C1)F)=O N-(3-fluoro-4-(1-ethyl-6-(1H-pyrazol-4-yl)-1H-indazol-5-yloxy)phenyl)-1-(4-fluorophenyl)-6-ethyl-2-oxo-1,2-dihydropyridine-3-carboxamide